(1S,3S)-3-((6-(5-((((cyclopentyloxy)carbonyl)amino)methyl)-1-methyl-1H-1,2,3-triazol-4-yl)pyridin-3-yl)oxy)cyclohexane-1-carboxylic acid C1(CCCC1)OC(=O)NCC1=C(N=NN1C)C1=CC=C(C=N1)O[C@@H]1C[C@H](CCC1)C(=O)O